6-[2-bromo-5-[4-[6-(4,4-difluoro-1-piperidyl)-2-pyridyl]triazol-1-yl]-4-pyridyl]-6-azaspiro[2.5]octane BrC1=NC=C(C(=C1)N1CCC2(CC2)CC1)N1N=NC(=C1)C1=NC(=CC=C1)N1CCC(CC1)(F)F